1-(4-Methoxybenzyl)-3-(2-(pyridin-4-yl)vinyl)-1H-indazole-6-carbaldehyde COC1=CC=C(CN2N=C(C3=CC=C(C=C23)C=O)C=CC2=CC=NC=C2)C=C1